FC=1C=C(CC=2C=CC(=NC2)C2=NN(C3=CC=CC=C23)C)C=CC1 (5-(3-Fluorobenzyl)pyridin-2-yl)-1-methyl-1H-indazole